(9,9-dimethyl-9H-fluoren-4-yl)boric acid CC1(C2=CC=CC=C2C=2C(=CC=CC12)OB(O)O)C